tert-butyl ((5-bromo-2-methoxy-3-methylphenyl)(methyl)(oxo)-λ6-sulfaneylidene)carbamate BrC=1C=C(C(=C(C1)S(=O)(C)=NC(OC(C)(C)C)=O)OC)C